C(C)(C)(C)C=1SC2=C(N1)C(CC1(CCN(CC1)C(=O)C=1C=C(C(=C3C=CNC13)Cl)OC)C2)=O 2-(tert-butyl)-1'-(4-chloro-5-methoxy-1H-indole-7-carbonyl)-5H-spiro[benzo[d]thiazol-6,4'-piperidin]-4(7H)-one